3-(4-isopropylcyclopent-1-en-1-yl)-2-methylpropanal C(C)(C)C1CC=C(C1)CC(C=O)C